Cl.N[C@H]1[C@H](CN(CC1)S(=O)(=O)C1=CC=C(C=C1)Br)O (3s,4r)-4-amino-1-(4-bromophenyl)sulfonyl-piperidine-3-ol hydrochloride